(+/-)-N5-((trans)-2-ethylcyclopropyl)-1-(3-(2-hydroxyethoxy)benzyl)-N3-methyl-2-oxo-1,2-dihydropyridine-3,5-dicarboxamide C(C)[C@H]1[C@@H](C1)NC(=O)C=1C=C(C(N(C1)CC1=CC(=CC=C1)OCCO)=O)C(=O)NC |r|